1-(2-(((6-((5-methylthiazol-2-yl)amino)-1-(2,2,2-trifluoroethyl)-1H-pyrrolo[3,2-c]pyridin-4-yl)oxy)methyl)azetidin-1-yl)prop-2-en-1-one CC1=CN=C(S1)NC1=CC2=C(C(=N1)OCC1N(CC1)C(C=C)=O)C=CN2CC(F)(F)F